C(C)C=1C(=CC=C2C=C(C=C(C12)C1=C(C=2N=CN=C(C2C=N1)N1CC2(CC(C2)OC2OCCCC2)CCC1)F)OCOC)F 7-(8-ethyl-7-fluoro-3-(methoxymethoxy)naphthalen-1-yl)-8-fluoro-4-(2-((tetrahydro-2H-pyran-2-yl)oxy)-6-azaspiro[3.5]nonan-6-yl)pyrido[4,3-d]pyrimidine